(Z)-(1-(3-chloro-2-fluorophenyl)-1-(hydroxyimino)-2-methylpropan-2-yl)carbamic acid tert-butyl ester C(C)(C)(C)OC(NC(\C(=N/O)\C1=C(C(=CC=C1)Cl)F)(C)C)=O